FC(SC1=CC=C(C=C1)C1=CC=C(C=C1)OC1=C(N=NN1)C(=O)O)(F)F 5-((4'-((trifluoromethyl)thio)-[1,1'-biphenyl]-4-yl)oxy)-1H-1,2,3-triazole-4-carboxylic acid